tert-butyl (1-(4-((3-((3-((2-methoxyethyl)(methyl)amino)-3-oxoprop-1-en-2-yl)amino)-3-oxoprop-1-en-2-yl)carbamoyl)thiazol-2-yl)piperidin-4-yl)carbamate COCCN(C(C(=C)NC(C(=C)NC(=O)C=1N=C(SC1)N1CCC(CC1)NC(OC(C)(C)C)=O)=O)=O)C